6-[4-(hydroxymethyl)pyrazol-1-yl]-N-(6-methoxy-1-methylindazol-7-yl)pyridine-3-sulfonamide OCC=1C=NN(C1)C1=CC=C(C=N1)S(=O)(=O)NC=1C(=CC=C2C=NN(C12)C)OC